2-(p-isothiocyanatobenzyl)-1,4,7,10-tetraazacyclododecane-1,4,7,10-tetraacetic acid N(=C=S)C1=CC=C(CC2N(CCN(CCN(CCN(C2)CC(=O)O)CC(=O)O)CC(=O)O)CC(=O)O)C=C1